2-(5-(ethylsulfonyl)-6-(2-(trifluoromethyl)-[1,2,4]triazolo[1,5-a]pyridin-5-yl)pyridin-3-yl)thiazole C(C)S(=O)(=O)C=1C=C(C=NC1C1=CC=CC=2N1N=C(N2)C(F)(F)F)C=2SC=CN2